FC1=C(C=CC(=C1)OC)C=1C(=C2C(=NC1)N(C(N2)=O)[C@H](CS(=O)(=O)C)C2=NC(=C(C=C2)OC)OCC)C (S)-6-(2-fluoro-4-methoxyphenyl)-3-(1-(6-ethoxy-5-methoxypyridin-2-yl)-2-(methylsulfonyl)ethyl)-7-methyl-1H-imidazo[4,5-b]pyridin-2(3H)-one